ClC=1C(=C(C=CC1F)NC=1C2=C(N=CN1)C=CC(=N2)N2[C@@H]1CN([C@H](C2)C1)C(C=C)=O)F 1-((1S,4S)-5-(4-((3-chloro-2,4-difluorophenyl)amino)pyrido[3,2-d]pyrimidin-6-yl)-2,5-diazabicyclo[2.2.1]heptan-2-yl)prop-2-en-1-one